ClC=1C=C(C(=O)O)C=C(C1C1=CN(C2=NC=C(C=C21)C=2C(=NOC2C)C)C(C2CC2)C2CC2)OCC 3-chloro-4-(1-(dicyclopropylmethyl)-5-(3,5-dimethylisoxazol-4-yl)-1H-pyrrolo[2,3-b]pyridin-3-yl)-5-ethoxybenzoic acid